ClC1=CC2=C(NC(=N2)NC2=CC=CC=C2)C=C1Cl 5,6-dichloro-N-phenyl-1H-benzimidazol-2-amine